2-((1s,4s)-4-((2-((2-(1-(Cyclopropylsulfonyl)-1H-pyrazol-4-yl)pyrimidin-4-yl)amino)-5-(1-(difluoromethyl)-1H-pyrazol-3-yl)pyridin-4-yl)amino)cyclohexyl)-N,N-dimethylacetamide C1(CC1)S(=O)(=O)N1N=CC(=C1)C1=NC=CC(=N1)NC1=NC=C(C(=C1)NC1CCC(CC1)CC(=O)N(C)C)C1=NN(C=C1)C(F)F